2-(1-acetylpiperidin-4-yl)-7,8-diamino-6-fluoro-4H-chromen-4-one C(C)(=O)N1CCC(CC1)C=1OC2=C(C(=C(C=C2C(C1)=O)F)N)N